2,2,6-trimethyl-4H-1,3-dioxin CC1(OC(=CCO1)C)C